COC1=CC(=NC=C1)NC1=NC(=NC=C1)C=1C=NN(C1)C N-(4-methoxy-2-pyridinyl)-2-(1-methylpyrazol-4-yl)pyrimidin-4-amine